(1r,3s)-3-[(3S)-3-(1-{5-chloro-4-[(1R)-1-(2,4-dichlorophenyl)ethoxy]pyridin-2-yl}-3-hydroxyazetidin-3-yl)piperidin-1-yl]-1-methylcyclobutane-1-carboxylic acid ClC=1C(=CC(=NC1)N1CC(C1)(O)[C@@H]1CN(CCC1)C1CC(C1)(C(=O)O)C)O[C@H](C)C1=C(C=C(C=C1)Cl)Cl